C(C#C)OC=1C=C(C(=O)N)C=CC1 3-(prop-2-yn-1-yloxy)benzamide